BrC1=CC=C(C=N1)C(C(=O)O)C1CC1 (6-bromopyridin-3-yl)-2-cyclopropylacetic acid